2-(((2-(4-(2-hydroxyethyl)piperazin-1-yl)ethyl)amino)methylene)-5-(2-(pyridin-4-yl)phenyl)cyclohexane-1,3-dione OCCN1CCN(CC1)CCNC=C1C(CC(CC1=O)C1=C(C=CC=C1)C1=CC=NC=C1)=O